C(N)(=O)C(CC(=O)[O-])(CC(=O)[O-])C(=O)[O-] 2-carbamoylpropane-1,2,3-tricarboxylate